11-Octacosenoic acid C(CCCCCCCCCC=CCCCCCCCCCCCCCCCC)(=O)O